O=C1C(CCN2C(C3=CC=CC=C3C=C2)=O)C=CC=C1 2-(2-oxophenethyl)isoquinolin-1(2H)-one